N1=C(C=CC=C1)C1=CC(=CC=C1)C1=NC=CC=C1 1,3-bis(2-pyridyl)benzene